ClC1=C(C=C(C=C1)NC1=NC=CC(=N1)NC1=NC(=NC=C1)C1=NC(=CC=C1)C)CN1C2CNCC1CC2 N2-[4-chloro-3-(3,8-diazabicyclo[3.2.1]octan-8-ylmethyl)phenyl]-N4-[2-(6-methyl-2-pyridyl)pyrimidin-4-yl]pyrimidine-2,4-diamine